trans-4-((4-(3-(4-chloro-3-(trifluoromethyl)phenyl)ureido)cyclohexyl)oxy)-N-methylpicolinamide ClC1=C(C=C(C=C1)NC(N[C@@H]1CC[C@H](CC1)OC1=CC(=NC=C1)C(=O)NC)=O)C(F)(F)F